ClC1=C(C=NNC1=O)N1C[C@@H](CC1)OC1=NC=CC(=C1)C1=C(C=C(C=C1)NC(=O)C1CCC1)F (R)-N-(4-(2-((1-(5-chloro-6-oxo-1,6-dihydropyridazin-4-yl)pyrrolidin-3-yl)oxy)pyridin-4-yl)-3-fluorophenyl)cyclobutanecarboxamide